2-amino-3-cyano-1,4,5,6-tetrahydropyrano[3,2-c]quinoline NC1=C(CC=2CNC=3C=CC=CC3C2O1)C#N